ClC1=C(C#N)C=C(C=C1[N+](=O)[O-])[N+](=O)[O-] Chloro-3,5-dinitrobenzonitril